(E)-2-bromo-3-(dimethylamino)prop-2-enal Br\C(\C=O)=C\N(C)C